C1(CCC1)OC=1C=2N(C=C(N1)C(=O)O)C=C(N2)C21COC(CC2)(C1)C 8-cyclobutoxy-2-(1-methyl-2-oxabicyclo[2.2.1]heptan-4-yl)imidazo[1,2-a]pyrazine-6-carboxylic acid